(2R,3S,4S,5R)-3-(3,4-difluoro-2-methoxyphenyl)-N-[4-fluoro-3-(N-hydroxycarbamimidoyl)phenyl]-4,5-dimethyl-5-(trifluoromethyl)oxapentane-2-carboxamide FC=1C(=C(C=CC1F)[C@@H]([C@@H](O)C(=O)NC1=CC(=C(C=C1)F)C(NO)=N)[C@@H]([C@H](C(F)(F)F)C)C)OC